C[C@H]1CN(CC[C@@H]1NC(=O)C1=CC(=CC=2N(C=NC21)CC(F)(F)F)C#CCNC=2C(OC)=CC(=C(C2)S(=O)(=O)C)F)C2COC2 N-[(3S,4S)-3-methyl-1-(3-oxetanyl)-4-piperidyl]-6-[3-(5-fluoro-4-mesyl-2-anisidino)-1-propynyl]-1-(2,2,2-trifluoroethyl)-1H-1,3-benzimidazole-4-carboxamide